2-(3,3-dimethylpiperazin-1-yl)-6-fluoro-1,3-benzothiazole CC1(CN(CCN1)C=1SC2=C(N1)C=CC(=C2)F)C